2-(2-(((Benzyloxy)carbonyl)amino)ethoxy)benzoic acid C(C1=CC=CC=C1)OC(=O)NCCOC1=C(C(=O)O)C=CC=C1